ClC1=C(C=CC(=C1)F)C=1C(=NN(C1NC1=C(C=CC=C1F)Cl)C)C 4-(2-chloro-4-fluorophenyl)-N-(2-chloro-6-fluorophenyl)-1,3-dimethyl-1H-pyrazol-5-amine